tert-butyl (3S)-4-(6-fluoro-7-(2-fluoro-6-hydroxyphenyl)-1-(2-isopropyl-4-methoxypyridin-3-yl)-2-oxo-1,2-dihydropyrido[2,3-d]pyrimidin-4-yl)-3-methylpiperazine-1-carboxylate FC1=CC2=C(N(C(N=C2N2[C@H](CN(CC2)C(=O)OC(C)(C)C)C)=O)C=2C(=NC=CC2OC)C(C)C)N=C1C1=C(C=CC=C1O)F